C(C)(C)(C)OC(=O)N1CCN(CC1)CC1=CC(=CC=C1)[N+](=O)[O-] 4-(3-nitrobenzyl)piperazine-1-carboxylic acid tert-butyl ester